C1C(CC2=CC=CC=C12)NC1=NC=C(C=N1)C=1C(=NN(C1)CC(=O)OC(C)(C)C)OCC tert-butyl 2-(4-{2-[(2,3-dihydro-1H-inden-2-yl)amino]pyrimidin-5-yl}-3-ethoxy-1H-pyrazol-1-yl)acetate